6-(2,3-dibromophenyl)-1,4-benzodioxane BrC1=C(C=CC=C1Br)C1=CC2=C(OCCO2)C=C1